C(C)C(CNC([C@@H](NC([C@@H](NC(C)=O)C)=O)C)=O)CCCC acetyl-L-alanyl-L-alanine (2-ethylhexyl)amide